tert-butyl(5-bromo-3-(3-(2-oxo-2,3-dihydro-1H-benzo[d]imidazol-5-yl)isoxazol-5-yl)pyrazine-2-yl)(tert-butoxycarbonyl)carbamate C(C)(C)(C)OC(N(C(=O)OC(C)(C)C)C1=NC=C(N=C1C1=CC(=NO1)C1=CC2=C(NC(N2)=O)C=C1)Br)=O